sodium dimethylformamide sodium propanesulfonate C(CC)S(=O)(=O)[O-].[Na+].CN(C=O)C.[Na+].C(CC)S(=O)(=O)[O-]